3-(((2-((4-fluorophenyl)ethynyl)-4-nitrophenyl)sulfonyl)methyl)-1-methyl-1H-pyrazole FC1=CC=C(C=C1)C#CC1=C(C=CC(=C1)[N+](=O)[O-])S(=O)(=O)CC1=NN(C=C1)C